(S,Z)-1-((5-chloro-3-(3-methoxyphenyl)pyridin-2-yl)sulfonyl)-4-fluoro-N-(4-(methylsulfonyl)but-3-en-2-yl)piperidine-4-carboxamide ClC=1C=C(C(=NC1)S(=O)(=O)N1CCC(CC1)(C(=O)N[C@@H](C)\C=C/S(=O)(=O)C)F)C1=CC(=CC=C1)OC